neopentyl isostearate C(CCCCCCCCCCCCCCC(C)C)(=O)OCC(C)(C)C